2,4,4-trimethylpentyltriethoxy-silane CC(C[Si](OCC)(OCC)OCC)CC(C)(C)C